[IH2+].ClC1=CC=C(C=C1)[I+]C1=CC=C(C=C1)Cl bis(p-chlorophenyl)iodonium, iodonium salt